COC(CCOCCCOCCC=1CC2C(CCC2(C1C1=CC=CC=C1)C(=C)C1=CC=CC=C1)=O)=O Methyl-3-(3-(2-(6-oxo-3-phenyl-3a-(1-phenylvinyl)-1,3a,4,5,6,6a-hexahydropentalen-2-yl)ethoxy)propoxy)propanoate